[Br-].O1C(OCC1)C[P+](C1=CC=CC=C1)(C1=CC=CC=C1)C1=CC=CC=C1 (1,3-dioxolane-2-yl)methyl-triphenyl-phosphonium bromide